C1(CC1)N1C=2C3=C(C(=NN3CCC1=O)C1=NNC=C1)N=C(C2)N2[C@@H](COCC2)C (R)-6-cyclopropyl-4-(3-methylmorpholino)-2-(1H-pyrazol-3-yl)-8,9-dihydro-1,3,6,9a-tetraazabenzo[cd]azulene-7(6H)-one